methyl 8-(((trifluoromethyl)sulfonyl)oxy)-5-oxaspiro[3.5]non-7-ene-7-carboxylate FC(S(=O)(=O)OC1=C(COC2(CCC2)C1)C(=O)OC)(F)F